C(=O)O.ClC1=C(C(=CC=C1)Cl)N1CC(C1)C1=CC=C(CN2CCC(CC2)(C(=O)O)C)C=C1 1-(4-(1-(2,6-dichlorophenyl)azetidin-3-yl)benzyl)-4-methylpiperidine-4-carboxylic acid, formate salt